(S)-(1-(methylamino)-1-oxo-5-(pyridin-2-yl)pent-4-yn-2-yl)carbamic acid tert-butyl ester C(C)(C)(C)OC(N[C@H](C(=O)NC)CC#CC1=NC=CC=C1)=O